6-hydroxynicotinic acid-d2 OC=1N=C(C(C(=O)O)=CC1[2H])[2H]